O=C1NC=2CCN(CC2C=C1C(=O)N)C(=O)C1CN(CC1)C1=CC=CC=C1 2-oxo-6-(1-phenylpyrrolidine-3-carbonyl)-1,2,5,6,7,8-hexahydro-1,6-naphthyridine-3-carboxamide